(3R,4R)-N-[2-[[2-Chloro-4-[[5-[4-(cyanomethoxy)-2,3-difluorophenyl]-1-methylimidazol-2-carbonyl]amino]benzoyl]amino]ethyl]-3-hydroxypiperidin-4-carboxamid ClC1=C(C(=O)NCCNC(=O)[C@H]2[C@H](CNCC2)O)C=CC(=C1)NC(=O)C=1N(C(=CN1)C1=C(C(=C(C=C1)OCC#N)F)F)C